FC=1C=NC(=NC1)C=1C=C(C=CC1C(F)(F)F)NC(=O)N1C2CC(CC1(C2)C=2OC(=NN2)C)C cis-N-[3-(5-fluoropyrimidin-2-yl)-4-(trifluoromethyl)phenyl]-3-methyl-1-(5-methyl-1,3,4-oxadiazol-2-yl)-6-azabicyclo[3.1.1]heptane-6-carboxamide